1-(4-(5-chloro-7-fluoro-6-(1H-indol-3-yl)-2,1-benzothiazol-3-yl)-1-piperazinyl)-2-propen-1-one ClC=1C(=C(C=2C(=C(SN2)N2CCN(CC2)C(C=C)=O)C1)F)C1=CNC2=CC=CC=C12